potassium-perchlorate salt Cl(=O)(=O)(=O)[O-].[K+]